BrCC(=O)C=1C=C2CCC(NC2=CC1)=O 6-(2-bromoacetyl)-3,4-dihydroquinolin-2(1H)-one